N=1CN=C2C1C=CC=C2 2H-benzo[d]imidazole